N[C@@H](CNC1=NC(=C2C(=N1)N(N=C2)C)N[C@H](C)C(C)C)C2=CC=CC=C2 N6-[(2R)-2-amino-2-phenylethyl]-1-methyl-N4-[(2R)-3-methylbutan-2-yl]-1H-pyrazolo[3,4-d]pyrimidine-4,6-diamine